ClC=1C=C(C(=O)NNC(=O)C2C(CCCC2)C(=O)O)C=CC1NC(=O)C1CC1 2-(2-(3-chloro-4-(cyclopropanecarboxamido)benzoyl)hydrazine-1-carbonyl)cyclohexane-1-carboxylic acid